rac-tert-butyl (R)-(3-(6-(1-methyl-1H-pyrazol-4-yl)pyrazolo[1,5-a]pyrazin-4-yl)cyclohex-2-en-1-yl)carbamate CN1N=CC(=C1)C=1N=C(C=2N(C1)N=CC2)C2=C[C@@H](CCC2)NC(OC(C)(C)C)=O |r|